2-{[6-hexyl-4-(morpholin-4-yl)quinolin-2-yl](methyl)amino}acetic acid C(CCCCC)C=1C=C2C(=CC(=NC2=CC1)N(CC(=O)O)C)N1CCOCC1